CC1=CC=CC(=N1)N1CCC(CC1)CCCC1CCN(CC1)C(=O)OC=1C=NC=C(C(=O)O)C1 5-(((4-(3-(1-(6-methylpyridin-2-yl)piperidin-4-yl)propyl)piperidin-1-yl)carbonyl)oxy)nicotinic acid